ClC=1C(=C(C(=O)O)C=CC1)NC1=C(C=NC2=CC=C(C=C12)Cl)C1CCC(CC1)=O chloro-2-[[6-chloro-3-(4-oxocyclohexyl)-4-quinolyl]amino]benzoic acid